4-(4-fluoropyrazolo[1,5-a]pyridin-2-yl)-4,5,6,7-tetrahydro-1H-imidazo[4,5-c]pyridine FC=1C=2N(C=CC1)N=C(C2)C2NCCC1=C2N=CN1